(S)-3-((tert-Butyldiphenylsilyl)oxy)-2-phenylpropanoic acid [Si](C1=CC=CC=C1)(C1=CC=CC=C1)(C(C)(C)C)OC[C@@H](C(=O)O)C1=CC=CC=C1